C1(CCCC1)NS(=O)(=O)C1=CC2=C(N=C(N=C2N[C@H](C)C2=C(C(=CC=C2)C(F)F)F)C)C=N1 (R)-N-cyclopentyl-4-((1-(3-(difluoromethyl)-2-fluorophenyl)ethyl)amino)-2-methylpyrido[3,4-d]pyrimidine-6-sulfonamide